FC(C(=O)O)(F)F.C(C)C=1N=CSC1CSC=1NC(C2=C(N1)CCC2)=O 2-{[(4-ethyl-1,3-thiazol-5-yl)methyl]sulfanyl}-3H,5H,6H,7H-cyclopenta[d]pyrimidin-4-one trifluoroacetate salt